ClC1=CC=C(CN[C@@H]2C[C@@H](CC2)CO)C=C1 |r| rac-((1R*,3S*)-3-((4-chlorobenzyl)amino)cyclopentyl)methanol